cetyl erucate stearyl-myristate C(CCCCCCCCCCCCCCCCC)OC(CCCCCCCCCCCCC)=O.C(CCCCCCCCCCC\C=C/CCCCCCCC)(=O)OCCCCCCCCCCCCCCCC